Cl.C(#N)C=1C(=CC(=NC1)NC(=O)N1CCCC2=CC(=C(N=C12)C=O)CN1C(CN(CC1)C)=O)NCCS(=O)(=O)C N-(5-cyano-4-((2-(methyl-sulfonyl)ethyl)amino)pyridin-2-yl)-7-formyl-6-((4-methyl-2-oxopiperazin-1-yl)methyl)-3,4-dihydro-1,8-naphthyridine-1(2H)-carboxamide hydrochloride